C1(CCC1)N1C(=NC2=C(C=C(C=C2C1=O)C)C(C)NC1=C(C(=O)O)C=CC=C1)N1CCOCC1 2-[1-(3-cyclobutyl-6-methyl-2-morpholino-4-oxo-quinazolin-8-yl)ethylamino]benzoic acid